4-(((3R,4R)-1-(2-cyanoacetyl)-4-methylpiperidin-3-yl)(methyl)amino)-N'-ethyl-7H-pyrrolo[2,3-d]pyrimidine-7-carbohydrazide hydrochloride Cl.C(#N)CC(=O)N1C[C@@H]([C@@H](CC1)C)N(C=1C2=C(N=CN1)N(C=C2)C(=O)NNCC)C